N[C@@H]1C2=CC=CC=C2CC12CCN(CC2)C2=NC=C(C(N2C)=O)C#CCC2=CC(=C(C=C2)F)O (S)-2-(1-amino-1,3-dihydrospiro[indene-2,4'-piperidine]-1'-yl)-5-(3-(4-fluoro-3-hydroxyphenyl)prop-1-yn-1-yl)-3-methylpyrimidin-4(3H)-one